2-amino-6-borono-2-(2-(cyclopropylamino)ethyl)hexanoic acid NC(C(=O)O)(CCCCB(O)O)CCNC1CC1